(S)-4,5,7,8-tetramethyl-2-(((1S,3S)-3-(3,4,5-trifluorophenoxy)cyclopentyl)amino)-7,8-dihydropteridin-6(5H)-one CC1=NC(=NC=2N([C@H](C(N(C12)C)=O)C)C)N[C@@H]1C[C@H](CC1)OC1=CC(=C(C(=C1)F)F)F